C(C(CCCCCCO)O)O octane-1,2,8-triol